ClC=1C(C(=C(C(C1C#N)=O)C#N)Cl)=O 2,6-dichloro-3,5-dicyano-1,4-benzoquinone